CO[Si](CCCCCC[Si](C1=CC=CC=C1)(N1CCN(CC1)C)N1CCN(CC1)C)(OC)OC 1-trimethoxysilyl-6-bis(4-methylpiperazin-1-yl)phenylsilylhexane